FC(C(=O)O)(F)F.C(#N)C1(CC1)NC([C@H](CC(C)C)N[C@H](C(F)(F)F)C=1C=CC2=C(OC3=C2C=C(C=C3)C3=C(N=CN3)C)C1)=O (S)-N-(1-cyanocyclopropyl)-2-(((S)-1-(8-(4-methyl-1H-imidazol-5-yl)dibenzo[b,d]furan-3-yl)-2,2,2-trifluoroethyl)amino)-4-methylpentanamide trifluoroacetate